5-bromo-2-(1-(4-(5-cyclopropylpyridin-3-yl)-1H-1,2,3-triazol-1-yl)ethyl)-3-methylpyridine BrC=1C=C(C(=NC1)C(C)N1N=NC(=C1)C=1C=NC=C(C1)C1CC1)C